4-α-hydroxyisopropylphenyl 3,5-bis(α-hydroxyisopropyl)benzoate OC(C)(C)C=1C=C(C(=O)OC2=CC=C(C=C2)C(C)(C)O)C=C(C1)C(C)(C)O